L-β-Homohydroxyproline hydrochloride Cl.N1[C@@H](C[C@@H](O)C1)CC(=O)O